OCCCC=1NC(C=2C=CC=NC2C1)=O 7-(3-hydroxypropyl)-1,6-naphthyridin-5(6H)-one